ClC1=CC=C(C=C1)C=1C(=CC=CC1)C(=O)N1CCC(CCC1)SC=1C=C2CN(C(C2=CC1)=O)C1C(NC(CC1)=O)=O 3-(5-((1-(4'-chloro-[1,1'-biphenyl]-2-carbonyl)azepan-4-yl)thio)-1-oxoisoindolin-2-yl)piperidine-2,6-dione